ClC1=CC2=C(N(C(O2)=O)CC=2N=NN(C2)C2=C(C=C(C=C2C2CC2)CC(=O)NC2(CCCCC2)C(=O)O)C2CC2)C=C1 1-[2-(4-{4-[(6-Chloro-2-oxo-1,3-benzoxazol-3-yl)methyl]-1H-1,2,3-triazol-1-yl}-3,5-dicyclopropylphenyl)acetylamino]cyclohexanecarboxylic acid